BrCC1CC(CCC1)CBr 1,3-bis(bromomethyl)cyclohexane